3-[4-[1-[(3R,4R)-3-fluoro-4-piperidinyl]azetidin-3-yl]-3-methyl-2-oxo-benzimidazol-1-yl]piperidine-2,6-dione F[C@@H]1CNCC[C@H]1N1CC(C1)C1=CC=CC=2N(C(N(C21)C)=O)C2C(NC(CC2)=O)=O